1-(4-((4-(6-(1H-imidazol-2-yl)-2-methylpyridin-3-yl)piperidin-1-yl)methyl)-3-fluoropyridin-2-yl)-3-ethylurea N1C(=NC=C1)C1=CC=C(C(=N1)C)C1CCN(CC1)CC1=C(C(=NC=C1)NC(=O)NCC)F